dicyclohexylphosphino-2',6'-diisopropoxybiphenyl C1(CCCCC1)P(C1CCCCC1)C1=C(C=CC=C1)C1=C(C=CC=C1OC(C)C)OC(C)C